(3-(5-(2,5-difluorobenzyl)-1H-pyrazolo[3,4-b]pyridin-3-yl)phenyl)(piperazin-1-yl)methanone FC1=C(CC=2C=C3C(=NC2)NN=C3C=3C=C(C=CC3)C(=O)N3CCNCC3)C=C(C=C1)F